(4-METHOXY-3-[(OXAN-4-YLOXY)METHYL]PHENYL)BORANEDIOL COC1=C(C=C(C=C1)B(O)O)COC1CCOCC1